tert-butyl 4-((1R,5S,6r)-6-(hydroxymethyl)-3-azabicyclo[3.1.0]hex-3-yl)benzoate OCC1[C@H]2CN(C[C@@H]12)C1=CC=C(C(=O)OC(C)(C)C)C=C1